FC1=CC=C2N=C(CN(C2=C1)C)C 7-fluoro-1,3-dimethylquinoxalin